N1=CN=CC(=C1)C=1C(=C(C=CC1)S)Cl 3-(pyrimidine-5-yl)-2-chloro-benzenethiol